C(C)(=O)C12C(N(CC2C1(C)C)C(C)(C)C)C#N 1-acetyl-3-(tert-butyl)-6,6-dimethyl-3-azabicyclo[3.1.0]Hexane-2-carbonitrile